5-Chloro-N-(5-(1,1-difluoroethyl)-1,3,4-thiadiazol-2-yl)-2-methoxy-6'-methyl-[3,4'-bipyridine]-3'-carboxamide ClC=1C=C(C(=NC1)OC)C1=C(C=NC(=C1)C)C(=O)NC=1SC(=NN1)C(C)(F)F